N=1NC(=CC1)C(C)NC(=O)[C@H]1CN(CC[C@@H]1NC(=O)C1=NOC(=C1)C1=C(C=C(C=C1)F)F)C1CCCC1 (3S,4S)-1-Cyclopentyl-4-{[5-(2,4-difluoro-phenyl)-isoxazole-3-carbonyl]-amino}-piperidine-3-carboxylic acid [1-(2H-pyrazol-3-yl)-ethyl]-amide